C1(=CC=CC=C1)COCCOCCOCCOCCOCCOCCOCCOCCOCCOCC(=O)OC(C)(C)C tert-Butyl 1-phenyl-2,5,8,11,14,17,20,23,26,29-decaoxahentriacontane-31-oate